[C@@H]1([C@H](O)[C@@H](O)[C@H](O)[C@H](O1)CO)O[C@@H]([C@H](C=O)O)[C@@H](O)[C@@H](O)C 3-O-β-D-Glucopyranosyl-L-rhamnose